2-methoxy-5-((2-(1-methyl-1H-pyrazol-3-yl)pyridin-3-yl)methoxy)isonicotinaldehyde COC=1C=C(C=O)C(=CN1)OCC=1C(=NC=CC1)C1=NN(C=C1)C